C(C1=CC=CC=C1)N1CC=2C=C(C(=C(C2C1)C(=O)O)Cl)Cl 2-benzyl-5,6-dichloroisoindoline-4-carboxylic acid